C(C)(C)(C)OC(=O)N[C@H](C(=O)OCC1=CC(=NC(=C1)Cl)Cl)CCC=1C=C2C=CC(NC2=CC1)=O (2,6-dichloropyridin-4-yl)methyl (S)-2-((tert-butoxycarbonyl)amino)-4-(2-oxo-1,2-dihydroquinoline-6-yl)butanoate